4H-benzo[f]imidazo[1,5-a][1,4]diazepine-3-carboxylate C1=NC(=C2N1C1=C(C=NC2)C=CC=C1)C(=O)[O-]